N1=C(C=CC2=NC=CC=C12)C=1C=CN2N=C(N=CC21)NCC(C(F)(F)F)(C)C 5-(1,5-naphthyridin-2-yl)-N-(3,3,3-trifluoro-2,2-dimethylpropyl)pyrrolo[2,1-f][1,2,4]triazin-2-amine